lithium 2,6-dichlorophenolate ClC1=C(C(=CC=C1)Cl)[O-].[Li+]